COC=1C=C(C=CC1OC)C=1C=NN2C1N=C(C=C2)NCC=2C=NC=CC2 3-(3,4-dimethoxy-phenyl)-N-(3-pyridylmethyl)pyrazolo[1,5-a]pyrimidin-5-amine